n-dodecyl-maleic acid C(CCCCCCCCCCC)/C(/C(=O)O)=C/C(=O)O